3-chlorosulfonyl-4-hydroxy-benzoic acid ClS(=O)(=O)C=1C=C(C(=O)O)C=CC1O